2-cyano-2,3-diisopropylbutanedioic acid diisopropyl ester C(C)(C)OC(C(C(C(=O)OC(C)C)C(C)C)(C(C)C)C#N)=O